NC1=CC2=C(OC=3C(=NC=CN3)O2)C=C1C(C)(C)O 2-(8-aminobenzo[5,6][1,4]dioxino[2,3-b]pyrazin-7-yl)propan-2-ol